COC(=O)C1N(CCC(C1)=O)CC1=CC=CC=C1 methyl-1-benzyl-4-oxopiperidine-2-carboxylate